CN1CCN(CC1)C1=CC=2NC[C@@H]3N(C2N=C1)CCNC3 (R)-3-(4-methylpiperazin-1-yl)-5,6,6a,7,9,10-hexahydro-8H-pyrazino[1,2-a]pyrido[3,2-e]pyrazin